tert-butyl (3S)-3-[(1R)-2-[[2-(cyclobutylamino)-6-(4-methylpiperazin-1-yl)pyridine-4-carbonyl]amino]-1-hydroxy-ethyl]-7-(methoxymethoxy)-3,4-dihydro-1H-isoquinoline-2-carboxylate C1(CCC1)NC1=NC(=CC(=C1)C(=O)NC[C@@H](O)[C@H]1N(CC2=CC(=CC=C2C1)OCOC)C(=O)OC(C)(C)C)N1CCN(CC1)C